N-(1-(4-(tert-butyl)phenyl)-2-methylpropan-2-yl)-1-methyl-1H-pyrrolo[2,3-b]pyridine-5-carboxamide C(C)(C)(C)C1=CC=C(C=C1)CC(C)(C)NC(=O)C=1C=C2C(=NC1)N(C=C2)C